C(CC)N(CCC)C(N(CCC)CCC)[SiH2]C1=CC=C(C=C1)C(=C)C1=CC=CC=C1 1-{4-[bis(dipropylamino)methylsilyl]phenyl}-1-phenylethene